(4-fluorophenyl)(8-methyl-3-(3-methyl-1,2,4-thiadiazol-5-yl)-1-(pyridin-3-ylamino)-5,6-dihydroimidazo[1,5-a]pyrazin-7(8H)-yl)methanone FC1=CC=C(C=C1)C(=O)N1C(C=2N(CC1)C(=NC2NC=2C=NC=CC2)C2=NC(=NS2)C)C